ClC1=NC=C(C(=C1)C1=C(C=NC(=C1)C)C(=O)NC=1SC(=NN1)O[C@@H]1COC(C1)(C)C)OC (S)-2'-chloro-N-(5-((5,5-dimethyltetrahydrofuran-3-yl)oxy)-1,3,4-thiadiazol-2-yl)-5'-methoxy-6-methyl-(4,4'-bipyridine)-3-carboxamide